CC1=NOC(=C1C=1C=C2C(=NC1)C(=CN2C2=C(C=C(C(=O)OC)C=C2OC)OC)C2=CC=CC=C2)C methyl 4-(6-(3,5-dimethylisoxazol-4-yl)-3-phenyl-1H-pyrrolo[3,2-b]pyridin-1-yl)-3,5-dimethoxybenzoate